(3S,4S)-4-((5-methyl-4-(methylamino)-7,8-dihydro-6H-cyclopenta[5,6]pyrido[2,3-d]pyrimidin-2-yl)amino)pyrrolidin-3-ol CC1=C2C(=NC=3N=C(N=C(C31)NC)N[C@@H]3[C@H](CNC3)O)CCC2